(S)-methyl 4-(3,3-diethyl-1-methylureido)-5-fluoro-2-((1,1,1-trifluoropropan-2-yl)oxy)benzoate C(C)N(C(N(C)C1=CC(=C(C(=O)OC)C=C1F)O[C@H](C(F)(F)F)C)=O)CC